(E)-4-((4,8-dimethylnona-3,7-dien-1-yl)oxy)-3-ethoxybenzaldehyde C\C(=C/CCOC1=C(C=C(C=O)C=C1)OCC)\CCC=C(C)C